(2R,5S)-2-[(4-chloro-2-hydroxyphenyl)carbamoyl]-5-[2-(4-chloro-3-fluorophenoxy)acetamido]piperidine-1-carboxylic acid tert-butyl ester C(C)(C)(C)OC(=O)N1[C@H](CC[C@@H](C1)NC(COC1=CC(=C(C=C1)Cl)F)=O)C(NC1=C(C=C(C=C1)Cl)O)=O